FC(CC1=CC=C(C=C1)N1N=C(C=C1C(C)C)N1CCNCC1)F 1-[1-[4-(2,2-difluoroethyl)phenyl]-5-isopropyl-pyrazol-3-yl]piperazine